C(CC)[C@H]1CC(OC1)=O (S)-4-propyldihydrofuran-2-one